C1N(CCC2=CC=CC=C12)[C@H]1[C@@H](CN(CC1)C1=NC=NC(=C1)NC1=C(C=CC(=C1)F)OC)O trans-4-(3,4-dihydroisoquinolin-2(1H)-yl)-1-(6-((5-fluoro-2-methoxyphenyl)amino)pyrimidin-4-yl)piperidin-3-ol